(R)-4-(3-(2-hydroxyphenyl)-5-methyl-7,8-dihydro-5H-pyrido[3',4':4,5]pyrrolo[2,3-c]pyridazin-6(9H)-yl)cyclohexanone OC1=C(C=CC=C1)C1=CC2=C(N=N1)NC1=C2[C@H](N(CC1)C1CCC(CC1)=O)C